C[SiH](C1=CC=C(C=C1)Br)C1=CC=C(C=C1)Br methylbis(4-bromophenyl)silane